FC1CC2CC(CN2C1)=C 2-fluoro-6-methylenetetrahydro-1H-pyrrolizine